ClC=1C=C(C=NC1N1N=CC=N1)NC(=O)C1=C(C(=NS1)C1=NC=CC=C1Cl)C(F)(F)F N-(5-CHLORO-6-(2H-1,2,3-TRIAZOL-2-YL)PYRIDIN-3-YL)-3-(3-CHLOROPYRIDIN-2-YL)-4-(TRIFLUOROMETHYL)ISOTHIAZOLE-5-CARBOXAMIDE